(1S,3S,4S)-2-((3-chlorophenyl)-L-leucyl)-N-((S)-1-cyano-2-((S)-2-oxopiperidin-3-yl)ethyl)-5,5-difluoro-2-azabicyclo[2.2.2]octane-3-carboxamide ClC=1C=C(C=CC1)N[C@@H](CC(C)C)C(=O)N1[C@@H]2CC([C@H]([C@H]1C(=O)N[C@@H](C[C@H]1C(NCCC1)=O)C#N)CC2)(F)F